NC1=NC(=C2N=CN(C2=N1)[C@H]1C=C[C@@H](C1)CO)NC1CC1 (1R,4R)-4-[2-amino-6-(cyclopropylamino)-9H-purin-9-yl]-2-cyclopentene-1-methanol